N-(4-bromo-2-(2,5-dihydrofuran-3-yl)-6-methylphenyl)-3,3-dimethylbutyramide BrC1=CC(=C(C(=C1)C)NC(CC(C)(C)C)=O)C=1COCC1